C1(CCC1)C=1N=CC2=C(N1)NC=C2C2=CC1=C(C(NCCO1)=O)C=C2 8-(2-cyclobutyl-7H-pyrrolo[2,3-d]pyrimidin-5-yl)-3,4-dihydrobenzo[f][1,4]oxazepin-5(2H)-one